3-(3-(methylcarbamoyl)-7-(trifluoromethyl)thieno[3,2-b]pyridin-5-yl)azetidine-1-carboxylic acid isopentyl ester C(CC(C)C)OC(=O)N1CC(C1)C1=CC(=C2C(=N1)C(=CS2)C(NC)=O)C(F)(F)F